2-methyl-1H-pyrazol-2-ium iodide [I-].C[N+]=1NC=CC1